COC=1C=CC(=NC1)CN1N=C2N(CCCC2)C1=O (5S)-2-[(5-Methoxypyridin-2-yl)methyl]-3-oxo-2,3,5,6,7,8-hexahydro[1,2,4]triazolo[4,3-a]pyridin